BrC=1C=CC(=NC1)[C@H]1N([C@@H](CC2=C3C(=CC=C12)NC(O3)=O)C)CC(F)(F)F (6S,8R)-6-(5-bromopyridin-2-yl)-8-methyl-7-(2,2,2-trifluoroethyl)-6,7,8,9-tetrahydrooxazolo[5,4-f]isoquinolin-2(3H)-one